N-(3-(trifluoromethyl)bicyclo[1.1.1]pentan-1-yl)-2-oxo-2-((4S,5S)-3,3,7,7-tetrafluoro-4-hydroxy-1-azaspiro[4.4]nonan-1-yl)acetamide FC(C12CC(C1)(C2)NC(C(N2CC([C@H]([C@]21CC(CC1)(F)F)O)(F)F)=O)=O)(F)F